COC(C1CCN(CC1)C1=C(C=C(C=C1)N(C1C(NC(CC1)=O)=O)C)F)OC 3-((4-(4-(dimethoxymethyl)piperidin-1-yl)-3-fluorophenyl)(methyl)amino)piperidine-2,6-dione